1-(4-((6-Chloropyrimidin-4-yl)amino)piperidin-1-yl)ethan-1-one ClC1=CC(=NC=N1)NC1CCN(CC1)C(C)=O